BrC1=C(NC2=C1C(N(CC2CC(F)F)C)=O)C2=CC(=NC=C2)NC(C(CC(F)F)C2=CC=C(C=C2)F)=O N-{4-[3-Bromo-7-(2,2-difluoroethyl)-5-methyl-4-oxo-4,5,6,7-tetrahydro-1H-pyrrolo[3,2-c]pyridin-2-yl]pyridin-2-yl}-4,4-difluoro-2-(4-fluorophenyl)butanamide